2-((3-chloro-5-(2,7-diazaspiro[3.5]non-2-yl)-1,2,4-triazin-6-yl)oxy)-N-ethyl-5-fluoro-N-isopropylbenzamide ClC=1N=NC(=C(N1)N1CC2(C1)CCNCC2)OC2=C(C(=O)N(C(C)C)CC)C=C(C=C2)F